3-chloro-4-((S)-2-(dimethylamino)-3-((R)-3-phenylbutanamido)propyl)benzamide ClC=1C=C(C(=O)N)C=CC1C[C@@H](CNC(C[C@@H](C)C1=CC=CC=C1)=O)N(C)C